[Br-].C[N+](CCCNC1=CC=C(C2C(C3=CC=CC=C3C(C12)=O)=O)NC)(CCC)C N,N-Dimethyl-3-(4-(methylamino)-9,10-dioxo-4a,9,9a,10-tetrahydroanthracen-1-ylamino)-N-propylpropan-1-aminium bromid